2-(4-amino-2,5-difluoro-phenyl)acetonitrile NC1=CC(=C(C=C1F)CC#N)F